1-methyl-1-isocyanatocyclohexan CC1(CCCCC1)N=C=O